C1(=CC=CC2=CC=CC=C12)CC(=O)OCC ethyl 1-naphthalenacetate